5-(1-cyclopropylethyl)-3-ethyl-7-fluoro-2,3-dihydrobenzofuran-4-ol C1(CC1)C(C)C1=CC(=C2C(C(CO2)CC)=C1O)F